C(#N)C=1C=NN2C1C(=CC(=C2)C=2C=NN(C2)C)C=2N=CC(=NC2)N2[C@@H]1CC3CC(C[C@@H]2C3)(C1)NC(C1=CN=C(C=C1)OC)=O N-((1R,3S,5s,7s)-2-(5-(3-cyano-6-(1-methyl-1H-pyrazol-4-yl)pyrazolo[1,5-a]pyridin-4-yl)pyrazin-2-yl)-2-azaadamantan-5-yl)-6-methoxynicotinamide